FC(C1=CC=2OCC[C@@H]3N(C2N=C1)CCNC3)(F)F (S)-3-(trifluoromethyl)-7,7a,8,9,10,11-hexahydro-6H-pyrazino[1,2-d]pyrido[3,2-b][1,4]Oxazepine